BrC1=NN(C2=CC(=CC=C12)C(=O)O)C 3-bromo-1-methyl-1H-indazole-6-carboxylic acid